8-((2S,5R)-4-((4-fluoro-2-methoxyphenyl)(4-fluorophenyl)methyl)-2,5-dimethylpiperazin-1-yl)-5-methyl-6-oxo-5,6-dihydro-1,5-naphthyridine-2-carbonitrile FC1=CC(=C(C=C1)C(N1C[C@@H](N(C[C@H]1C)C1=CC(N(C=2C=CC(=NC12)C#N)C)=O)C)C1=CC=C(C=C1)F)OC